C(CCCC)OCC(C)OCC(C)=O 1-((1-(pentyloxy)-2-propyl)oxy)-2-propanone